C(C)(C)C1=NN2C=NC=CC2=C1 isopropyl-pyrazolo[1,5-c]pyrimidine